N-(3-Chloro-4-(trifluoromethyl)phenyl)-7-methoxy-3,4-dihydro-2,6-naphthyridine ClC=1C=C(C=CC1C(F)(F)F)N1CC2=CC(=NC=C2CC1)OC